(R)-2-((S)-4-bromo-5-chloro-6-fluoro-2-phenyl-2,3-dihydrobenzofuran-2-yl)pyrrolidine BrC1=C(C(=CC2=C1C[C@](O2)(C2=CC=CC=C2)[C@@H]2NCCC2)F)Cl